2,5-dioxopyrrolidin-1-yl 2-(cyclooct-4-en-1-yloxy)-2-methylpropanoate C1(CCC=CCCC1)OC(C(=O)ON1C(CCC1=O)=O)(C)C